6-fluoro-4-(1-methylpiperidin-4-yl)-1H-pyrrolo[3,2-c]quinolin FC1=CC=CC=2C3=C(C(=NC12)C1CCN(CC1)C)C=CN3